C(C)(C)(C)C1=CC=C(C=C1)N1C2=CC=C(C=C2C=2C=C(C=CC12)[Si](C1=CC=CC=C1)(C1=CC=CC=C1)C1=CC=CC=C1)[Si](C1=CC=CC=C1)(C1=CC=CC=C1)C1=CC=CC=C1 9-(4-tert-butyl-phenyl)-3,6-bis(triphenylsilyl)-9H-carbazol